N-(4,5-Dimethoxy-2-((4-(2-((4-(2-methyl-1H-imidazol-1-yl)benzyl)((1-methyl-1H-indazol-5-yl)methyl)amino)ethyl)phenyl)carbamoyl)phenyl)-4-oxo-4H-chromene-2-carboxamide COC1=CC(=C(C=C1OC)NC(=O)C=1OC2=CC=CC=C2C(C1)=O)C(NC1=CC=C(C=C1)CCN(CC=1C=C2C=NN(C2=CC1)C)CC1=CC=C(C=C1)N1C(=NC=C1)C)=O